O=C1NC=C(C=C1C(=O)OCC)CC1CCOCC1 ethyl 2-oxo-5-((tetrahydro-2H-pyran-4-yl) methyl)-1,2-dihydropyridine-3-carboxylate